ClC=1C=C(CO[C@@H]2C[C@H](C2)C(=O)NCC2=C(C(=C(C=C2)C(F)(F)F)C=2NC(C=C(N2)C)=O)F)C=C(C1)F trans-3-[(3-chloro-5-fluorobenzyl)oxy]-N-[2-fluoro-3-(4-methyl-6-oxo-1,6-dihydropyrimidin-2-yl)-4-(trifluoromethyl)benzyl]cyclobutane-1-carboxamide